CC1=C(C=CC(=C1)C)S(=O)(=O)CC#N 2-(2,4-dimethylphenyl)-sulphonylacetonitrile